1,3-dibutylthiourea C(CCC)NC(=S)NCCCC